6-(2-methyl-2H-indazol-5-yl)-2-(piperidin-4-yl)-1,3-benzothiazole CN1N=C2C=CC(=CC2=C1)C1=CC2=C(N=C(S2)C2CCNCC2)C=C1